3,4-Dichlorobenzene ClC=1C=CC=CC1Cl